3-[(acetamido)phenoxy]-1,2-epoxypropane C(C)(=O)NC1=C(OCC2CO2)C=CC=C1